COC=1C(=CC2=CN(N=C2C1)C1CCC(CC1)CO)[N+](=O)[O-] ((1R,4R)-4-(6-methoxy-5-nitro-2H-indazol-2-yl)cyclohexyl)methanol